2-methylnaphtho[1,2-d]thiazole CC=1SC2=C(N1)C1=CC=CC=C1C=C2